(S)-8-(2-(3-(5,5-dimethyltetrahydro-furan-2-yl)-1-(2-(6-methylpyridin-3-yl)propan-2-yl)pyrrolidin-3-yl)ethyl)-7H-purine CC1(CCC(O1)[C@@]1(CN(CC1)C(C)(C)C=1C=NC(=CC1)C)CCC1=NC2=NC=NC=C2N1)C